(R)-azetidin-2-yl(4-(4-chloro-3,5-difluoro-1H-indole-2-carbonyl)piperazin-1-yl)methanone N1[C@H](CC1)C(=O)N1CCN(CC1)C(=O)C=1NC2=CC=C(C(=C2C1F)Cl)F